(6S,7S)-6-fluoro-7-(2-fluoro-5-(((S)-tetrahydrofuran-3-yl)oxy)phenyl)-3-(tetrahydro-2H-pyran-4-yl)-5,6,7,8-tetrahydropyrido[2,3-d]pyrimidine-2,4(1H,3H)-dione F[C@H]1CC2=C(NC(N(C2=O)C2CCOCC2)=O)N[C@H]1C1=C(C=CC(=C1)O[C@@H]1COCC1)F